C1(CCC1)CNCC=1NC2=CC(=CC=C2C1)CN1N=NC(=C1)C1=C2C=NNC2=CC(=C1)N(C)C 4-(1-((2-(((cyclobutylmethyl)amino)methyl)-1H-indol-6-yl)methyl)-1H-1,2,3-triazole-4-yl)-N,N-dimethyl-1H-indazol-6-amine